C(C)(C)(C)OC(=O)NCCCN(CC(CCCCCC(=O)OCC1=CC=CC=C1)O[Si](C)(C)C(C)(C)C)CC(CCCCCC(=O)OCC1=CC=CC=C1)O[Si](C)(C)C(C)(C)C dibenzyl 8,8'-((3-((tert-butoxycarbonyl)amino)propyl)azanediyl)bis(7-((tert-butyldimethylsilyl)oxy)octanoate)